BrC=1C(=C(C=CC1F)CO)F 3-bromo-2,4-difluorophenylmethanol